(Pyrazine-2,5-diyl)bis(1-hexylpyridin-1-ium) bis(tetrafluoroborate) F[B-](F)(F)F.F[B-](F)(F)F.N1=C(C=NC(=C1)C1=[N+](C=CC=C1)CCCCCC)C1=[N+](C=CC=C1)CCCCCC